(6-(4-(2-(3-hydroxy-3-methylbutoxy)phenyl)piperidin-1-yl)-2-azaspiro[3.4]oct-2-yl)methanone ethyl-2-(4-(6-bromoquinoxalin-2-yl)phenyl)acetate C(C)OC(CC1=CC=C(C=C1)C1=NC2=CC=C(C=C2N=C1)Br)=O.OC(CCOC1=C(C=CC=C1)C1CCN(CC1)C1CC2(CN(C2)C=O)CC1)(C)C